NC=1C2=C(N=CN1)N(C=C2C=2C(=C(C=CC2)NS(=O)(=O)C2=C(C=CC(=C2)F)F)F)C N-[3-(4-amino-7-methyl-7H-pyrrolo[2,3-d]pyrimidin-5-yl)-2-fluoro-phenyl]-2,5-difluoro-benzenesulfonamide